tert-butyl N-[2-({1-[(tert-butyldiphenylsilyl)oxy]-3-(3,6-dichloro-methylpyridazin-4-yl)propan-2-yl}oxy)ethyl]-N-methylcarbamate [Si](C1=CC=CC=C1)(C1=CC=CC=C1)(C(C)(C)C)OCC(CC1=C(N=NC(=C1C)Cl)Cl)OCCN(C(OC(C)(C)C)=O)C